isothiazol-5-amine hydrogen chloride salt Cl.S1N=CC=C1N